3-(hydroxyindol-2-yl)-5-(phenyl)pyridine OC1=C(NC2=CC=CC=C12)C=1C=NC=C(C1)C1=CC=CC=C1